C1(CCC1)N1CCS(C2=C(C1=O)SC(=C2)C2=NC(=NC=C2C(F)(F)F)NC=2C=C1CCNCC1=CC2C2CC2)(=O)=O 4-cyclobutyl-7-(2-((7-cyclopropyl-1,2,3,4-tetrahydroisoquinolin-6-yl)amino)-5-(trifluoromethyl)pyrimidin-4-yl)-3,4-dihydrothieno[2,3-f][1,4]thiazepin-5(2H)-one 1,1-dioxide